N-([2,3'-bipyridyl]-4-yl)-5-cyano-2-fluorobenzamide N1=C(C=C(C=C1)NC(C1=C(C=CC(=C1)C#N)F)=O)C=1C=NC=CC1